tert-butyl 3-(4-methylpyrimidin-5-yl)azetidine-1-carboxylate CC1=NC=NC=C1C1CN(C1)C(=O)OC(C)(C)C